(1R,3S)-3-([1,2,4]triazolo[4,3-a]pyridin-3-yl)cyclohexanamine N=1N=C(N2C1C=CC=C2)[C@@H]2C[C@@H](CCC2)N